ClC1=C(C=CC(=C1)C#N)C=1C=CC(=C2C=CC=NC12)C[C@@H](C(=O)OC)NC(C1=C(C=CC=C1C)F)=O methyl (S)-3-(8-(2-chloro-4-cyanophenyl)quinolin-5-yl)-2-(2-fluoro-6-methylbenzamido)propanoate